(2-iodo)benzyl-biguanidine hydrochloride Cl.IC1=C(CNC(=N)NNC(=N)N)C=CC=C1